O[C@@H](CNCCCCCCOCCCCC=1C=C(C=CC1)S(=O)(=O)N)C1=CC(=C(C=C1)O)CO 3-(4-{6-[(2R)-2-hydroxy-2-(4-hydroxy-3-hydroxymethyl-phenyl)-ethylamino]-hexyloxy}-butyl)-benzenesulfonamide